2-(4-chloro-2-fluoro-5-nitrophenyl)-4,5,6,7-tetrahydro-1H-isoindole-1,3(2H)-dione ClC1=CC(=C(C=C1[N+](=O)[O-])N1C(C=2CCCCC2C1=O)=O)F